N,N'-bis(2,2,6,6-tetra-methyl-4-piperidyl)-N,N'-diformylhexamethylenediamine CC1(NC(CC(C1)N(CCCCCCN(C=O)C1CC(NC(C1)(C)C)(C)C)C=O)(C)C)C